N-(3-(5-chloro-2-methoxyphenyl)-1-(2-cyanamido-2-oxoethyl)-1H-pyrazol-4-yl)pyrazolo[1,5-a]pyrimidine-3-carboxamide ClC=1C=CC(=C(C1)C1=NN(C=C1NC(=O)C=1C=NN2C1N=CC=C2)CC(=O)NC#N)OC